[(3R)-3-methyl[1,4'-bipiperidine]-1'-yl](2-{[3-methyl-1-(pyridin-2-yl)butyl]amino}-1,3-thiazol-5-yl)methanone C[C@H]1CN(CCC1)C1CCN(CC1)C(=O)C1=CN=C(S1)NC(CC(C)C)C1=NC=CC=C1